C(C)(C)[Ge](COC1=CC(=C(C=C1C1=C(C(=CC(=C1)C)C1=CC(=CC(=C1)C(C)(C)C)C(C)(C)C)O)F)F)(COC1=CC(=C(C=C1C1=C(C(=CC(=C1)C)C1=CC(=CC(=C1)C(C)(C)C)C(C)(C)C)O)F)F)C(C)C 6,6'''-(((diisopropylgermanediyl)bis(methylene))bis(oxy))bis(3'',5''-di-tert-butyl-3,4-difluoro-5'-methyl-[1,1':3',1''-terphenyl]-2'-ol)